8-((S)-1-cyclopropylethoxy)-7-(1-(1-ethoxyethyl)-1H-pyrazol-4-yl)-N-((S)-1,1,1-trifluoropropan-2-yl)-[1,2,4]triazolo[1,5-c]pyrimidin-2-amine C1(CC1)[C@H](C)OC=1C=2N(C=NC1C=1C=NN(C1)C(C)OCC)N=C(N2)N[C@H](C(F)(F)F)C